C(C)C=1C=C(C(=NC1)C=1N=NNN1)N1CCN(CC1)CC=1SC2=C(N1)C=CC=C2 2-[[4-[5-ethyl-2-(2H-tetrazol-5-yl)-3-pyridyl]piperazin-1-yl]methyl]-1,3-benzothiazole